1-(4-((4-((4-((2-(bis(2-methoxyethyl)amino)pyridin-4-yl)oxy)-2-fluorophenyl)amino)-7-methoxyquinazolin-6-yl)amino)piperidin-1-yl)prop-2-en-1-one COCCN(C1=NC=CC(=C1)OC1=CC(=C(C=C1)NC1=NC=NC2=CC(=C(C=C12)NC1CCN(CC1)C(C=C)=O)OC)F)CCOC